(S,E)-4-(8-amino-3-(1-(4-methoxybut-2-enoyl)pyrrolidin-2-yl)imidazo[1,5-a]pyrazin-1-yl)-2-methoxy-N-(pyridin-2-yl)benzamide NC=1C=2N(C=CN1)C(=NC2C2=CC(=C(C(=O)NC1=NC=CC=C1)C=C2)OC)[C@H]2N(CCC2)C(\C=C\COC)=O